NCC1=C(C=O)C=CC=C1OC1CC1 2-(AMINOMETHYL)-3-CYCLOPROPOXYBENZALDEHYDE